3-((2-((tert-butyldimethylsilyl)oxy)ethyl)(methyl)amino)propanoic acid [Si](C)(C)(C(C)(C)C)OCCN(CCC(=O)O)C